ClC=1C=C2C(=CN1)OC(C2)(C)C 5-chloro-2,2-dimethyl-2,3-dihydrofuro[2,3-c]Pyridine